CN=CC(=O)O N-methyl-iminoacetic acid